C1(CC1)C1=C(C(=NO1)C1=C(C=CC=C1Cl)Cl)COC1C[C@H]2CC[C@@H](C1)N2C2=NOC(=N2)C=2C(=C(C(=O)O)C=CC2)C(F)(F)F 3-((1R,3r,5S)-(3-((5-cyclopropyl-3-(2,6-dichlorophenyl)isoxazol-4-yl)methoxy)-8-azabicyclo[3.2.1]octan-8-yl)-1,2,4-oxadiazol-5-yl)-2-(trifluoromethyl)benzoic acid